C1(CC1)C(=O)C1=C(C=C(C=C1)OC)F Cyclopropyl-(2-fluoro-4-methoxyphenyl)methanone